[1-(hydroxymethyl)cyclopropyl]methanol OCC1(CC1)CO